5-[3-bromo-4-(trifluoromethyl)phenyl]-2-(2-pentyn-1-yl)-2H-tetrazole BrC=1C=C(C=CC1C(F)(F)F)C=1N=NN(N1)CC#CCC